C(C1=CC=CC=C1)C1CC(N(O1)[C@@H](CC1=CC=CC=C1)B1O[C@@]2([C@H](O1)C[C@H]1C([C@@H]2C1)(C)C)C)COCC1=CC(=CC=C1)C#N 5-benzyl-3-(((3-cyanobenzyl)oxy)methyl)-N-((R)-2-phenyl-1-((3aS,4S,6S,7aR)-3a,5,5-trimethylhexahydro-4,6-methanobenzo[d][1,3,2]dioxaborol-2-yl)ethyl)-4,5-dihydroisoxazole